FC(C(=O)O)(F)F.ClC=1C=C(C=CC1)NC1C2=C(C=3N(CC1)N=NC3C)C=CC(=C2)C=2CCN(CC2)C2CCCCC2 N-(3-chlorophenyl)-9-(1-cyclohexyl-1,2,3,6-tetrahydropyridin-4-yl)-1-methyl-6,7-dihydro-5H-benzo[c][1,2,3]triazolo[1,5-a]azepin-7-amine 2,2,2-trifluoroacetate